3-(4'-(1,2,4,5-tetrazin-3-yl)-[1,1'-biphenyl]-4-yl)-2-aminopropanoic acid N1=NC(=NN=C1)C1=CC=C(C=C1)C1=CC=C(C=C1)CC(C(=O)O)N